C(CCCCCCC\C=C/C\C=C/CCCCC)(=O)NCCO N-linoleoylethanolamine